Strontium oxalat C(C(=O)[O-])(=O)[O-].[Sr+2]